bis(4-chlorobenzoylmethyl) azodicarboxylate N(=NC(=O)OCC(C1=CC=C(C=C1)Cl)=O)C(=O)OCC(C1=CC=C(C=C1)Cl)=O